N1=CC=CC2=CC=C3C(=C12)C(=CC=C3)C(=O)[O-].[Be+2].C(C)(C)C3=C(C(=CC=C3)C(C)C)N=C(C)C3=NC(=CC=C3)C(C)=NC3=C(C=CC=C3C(C)C)C(C)C.N3=CC=CC1=CC=C2C(=C31)C(=CC=C2)C(=O)[O-] 2,6-bis[1-(2,6-diisopropylphenylimino)ethyl]pyridine beryllium (benzoquinoline-10-formate)